methyl quinoline-6-carboxylate N1=CC=CC2=CC(=CC=C12)C(=O)OC